N[C@H]1C=C(CCC1=C(F)F)C(=O)O (S)-3-Amino-4-(Difluoromethylene)-cyclohex-1-Ene-1-Carboxylic Acid